(4-(3-((4,5-dihydroxy-9,10-dioxo-9,10-dihydroanthracene-2-carbonyl)oxy)propyl)-1-(4-(trifluoromethoxy)benzyl)pyridin-1-ium) bromide salt [Br-].OC1=CC(=CC=2C(C3=CC=CC(=C3C(C12)=O)O)=O)C(=O)OCCCC1=CC=[N+](C=C1)CC1=CC=C(C=C1)OC(F)(F)F